benzyl (S)-2-(((S)-1-(4-methoxyphenyl)-2-oxo-2-(phenylamino)ethyl)carbamoyl)pyrrolidine-1-carboxylate COC1=CC=C(C=C1)[C@@H](C(NC1=CC=CC=C1)=O)NC(=O)[C@H]1N(CCC1)C(=O)OCC1=CC=CC=C1